CC1N(CCCC1)C1CCNCC1 methyl-1,4'-bipiperidinyl